1-[2-[4-[(3S)-3-(5-methylpyridin-3-yl)-1,2-oxazolidine-2-carbonyl]piperidin-1-yl]pyrimidin-4-yl]pyrrolidin-2-one CC=1C=C(C=NC1)[C@H]1N(OCC1)C(=O)C1CCN(CC1)C1=NC=CC(=N1)N1C(CCC1)=O